(4-amino-5-bromo-6-(1H-pyrazol-1-yl)-pyrimidin-2-yl)-1H-pyrazol-4-ol NC1=NC(=NC(=C1Br)N1N=CC=C1)N1N=CC(=C1)O